1,5-dihydroxy-4-methylnaphthalene OC1=CC=C(C2=C(C=CC=C12)O)C